N-(2,4-dinitrophenylaminophenyl)maleimide [N+](=O)([O-])C1=C(C=CC(=C1)[N+](=O)[O-])NC1=C(C=CC=C1)N1C(C=CC1=O)=O